Methyl (2S)-4-oxo-2-({[2-(trimethylsilyl)ethoxy]carbonyl}amino)butanoate O=CC[C@@H](C(=O)OC)NC(=O)OCC[Si](C)(C)C